ClC1=C2C(=NC(=N1)N)N(N=C2)CC2=CC(=C(C=C2)[N+](=O)[O-])C(F)(F)F 4-chloro-1-(4-nitro-3-(trifluoromethyl)benzyl)-1H-pyrazolo[3,4-d]pyrimidine-6-amine